COC1=CC(=C(C=C1[N+](=O)[O-])C#CCNC(OC(C)(C)C)=O)N1CCC(CC1)N1CCN(CC1)C tert-butyl (3-(4-methoxy-2-(4-(4-methylpiperazin-1-yl)piperidin-1-yl)-5-nitrophenyl)prop-2-yn-1-yl)carbamate